ClC=1C(=C(NC=2C3=C(N=CN2)C=NC(=C3)[C@H]3CN(CC3)C(=O)OC(C)(C)C)C=CC1Cl)F tert-Butyl (3R)-3-[4-(3,4-dichloro-2-fluoro-anilino)pyrido[3,4-d]pyrimidin-6-yl]pyrrolidine-1-carboxylate